1,4-Butanediol diacrylate C(C=C)(=O)OCCCCOC(C=C)=O